(S)-quinuclidin-3-yl (6-(2,3,4-trifluorophenyl)-2,3-dihydro-1H-inden-1-yl)carbamat FC1=C(C=CC(=C1F)F)C1=CC=C2CCC(C2=C1)NC(O[C@@H]1CN2CCC1CC2)=O